C(C=C)N(C(C(O)C(O)C(=O)O)=O)CC=C N,N-diallyltartaric acid amide